N1C(=CC=CC1)C=O 1,6-dihydropyridine-2-carbaldehyde